FC(C1=CC(=NC=C1)N1CCC2(CC(NC2)=O)CC1)(F)F 8-[4-(trifluoromethyl)pyridin-2-yl]-2,8-diazaspiro[4.5]decan-3-one